CC1CN(C(=CC1)C=1C=C2CC(NC2=CC1)=O)C(=O)OC(C)(C)C tert-butyl 3-methyl-6-(2-oxoindolin-5-yl)-3,4-dihydro-2H-pyridine-1-carboxylate